ClC=1C=2N(C=CN1)N=C(C2C)COC 4-chloro-2-(methoxymethyl)-3-methylpyrazolo[1,5-a]pyrazine